tert-butyl 4-(3-((1-((benzyloxy)carbonyl)piperidin-4-yl)oxy)-4-fluorophenyl)piperazine-1-carboxylate C(C1=CC=CC=C1)OC(=O)N1CCC(CC1)OC=1C=C(C=CC1F)N1CCN(CC1)C(=O)OC(C)(C)C